C[Si](C)(C)OO[Si](C)(C)C di(trimethylsilyl) peroxide